BrC1=C(CN2C(=NC=C2C)C2=CC=C(C=C2)C(F)F)C=CC=C1 1-(2-bromobenzyl)-2-(4-(difluoromethyl)phenyl)-5-methyl-1H-imidazole